(3R,5'S)-2-oxo-spiro[indoline-3,3'-pyrrolidine]-5'-carboxamide O=C1NC2=CC=CC=C2[C@]12CN[C@@H](C2)C(=O)N